tert-butyl (3R)-4-[3-(2,6-dibenzyloxy-3-pyridyl)-1-methyl-indazol-6-yl]-3-(trifluoromethyl)piperazine-1-carboxylate C(C1=CC=CC=C1)OC1=NC(=CC=C1C1=NN(C2=CC(=CC=C12)N1[C@H](CN(CC1)C(=O)OC(C)(C)C)C(F)(F)F)C)OCC1=CC=CC=C1